[Cl-].[Cl-].C[Si](=[Zr+2](C1C(=CC2=C(C=C(C=C12)C)C1=CC=CC=C1)C)C1C(=CC2=C(C=C(C=C12)C)C1=CC=C(C=C1)C(C)(C)C)C(C)C)C Dimethylsilylene-(2-isopropyl-6-methyl-4-(p-tert-butyl-phenyl)indenyl)(2,6-dimethyl-4-phenyl-indenyl)zirconium dichloride